[3-(methacryloylamino)-propyl]-dimethylamine C(C(=C)C)(=O)NCCCN(C)C